N-(1-Methylazetidin-3-yl)-3-nitropyridin-4-amine CN1CC(C1)NC1=C(C=NC=C1)[N+](=O)[O-]